COC=1C(=C2C=CNC2=C(C1)C)CN1[C@@H](C[C@H](CC1)NS(N)(=O)=O)C1=C(C(=O)O)C=CC=C1 (2s,4s)-(1-((5-methoxy-7-methyl-1H-indol-4-yl)methyl)-4-(sulfamoylamino)piperidin-2-yl)benzoic acid